COC(CCC#CC1=C(C=CC=C1)B1OC(C(O1)(C)C)(C)C)=O.OC1=CC=C(C(=O)NC=2SC(=CN2)[N+](=O)[O-])C=C1 4-hydroxy-N-(5-nitrothiazol-2-yl)benzamide methyl-5-[2-(4,4,5,5-tetramethyl-1,3,2-dioxaborolan-2-yl)phenyl]pent-4-ynoate